C(C1=CC=CC=C1)OC=1C(=C(C(=CC1)C)C1=CC(=NC2=C1N=CN=C2N(C(OC(C)(C)C)=O)CC2=C(C=C(C=C2)OC)OC)C=2CCOCC2)C tert-butyl (8-(3-(benzyloxy)-2,6-dimethylphenyl)-6-(3,6-dihydro-2H-pyran-4-yl)pyrido[3,2-d]pyrimidin-4-yl)(2,4-dimethoxybenzyl)carbamate